3-(3-chlorophenyl)propyl (4-nitrophenyl) carbonate C(OCCCC1=CC(=CC=C1)Cl)(OC1=CC=C(C=C1)[N+](=O)[O-])=O